C(C(O)C)(=S)O thiolactic acid